octahydropyrrolo[1,2-a]pyrazin C1C2N(CCN1)CCC2